C1(CC1)S(=O)(=O)NC1=NC=CC(=C1F)CO[Si](C)(C)C(C)(C)C (cyclopropylsulfonyl)(4-{[(tert-butyl)bis(methyl)siloxy]methyl}-3-fluoro-2-pyridyl)amine